tertiary-amyl alcohol C(C)(C)(CC)O